1-(2-((tert-butyldimethylsilyl)oxy)ethyl)-7-chloro-3-(4-isopropylphenyl)-1H-pyrazolo[3,4-c]pyridine [Si](C)(C)(C(C)(C)C)OCCN1N=C(C=2C1=C(N=CC2)Cl)C2=CC=C(C=C2)C(C)C